C(C)(C)(C)C=1C(C(=CC(C1)=CC=1SC=CC1)C(C)(C)C)=O 2,6-di-tert-butyl-4-(thiophene-2-ylmethylene)cyclohexa-2,5-diene-1-one